N(C1=CC=CC=C1)C(C(C(C(NC1=CC=CC=C1)(F)F)(F)F)(F)F)(F)F 1,4-bis(anilino)octafluorobutane